methyl ethylenedisulfonate C(CS(=O)(=O)[O-])S(=O)(=O)OC